1-(1',2'-dicarboxyethyl)benzotriazoleDithiol C(=O)(O)C(CC(=O)O)N1N=NC=2C1=CC=C(C2S)S